(S)-2-methyl-N-(2-methylbenzyl)butan-1-amine C[C@H](CNCC1=C(C=CC=C1)C)CC